4-[(1R)-1-[3-[4-[2-(2-amino-3-pyridyl)-5-phenyl-imidazo[4,5-b]pyridin-3-yl]phenyl]azetidin-1-yl]ethyl]benzoic acid NC1=NC=CC=C1C1=NC=2C(=NC(=CC2)C2=CC=CC=C2)N1C1=CC=C(C=C1)C1CN(C1)[C@H](C)C1=CC=C(C(=O)O)C=C1